FC1=C(C=C(C(=O)O)C=C1)C(=O)OC 4-fluoro-3-(methoxycarbonyl)benzoic acid